3,7-Bis(dimethylamino)-5,5-dimethyl-3'-oxo-3'H,5H-spiro[dibenzo[b,e]siline-10,1'-isobenzofuran]-6'-carboxylic acid CN(C=1C=CC2=C([Si](C3=C(C=CC(=C3)N(C)C)C23OC(C2=CC=C(C=C32)C(=O)O)=O)(C)C)C1)C